FC=1C=CC=C2C(=CN(C12)C(=O)OC(C)(C)C)C1=COC(=C1)C=O 7-fluoro-3-(5-formylfuran-3-yl)-1-Boc-1H-indole